N-(carboxyl-phenyl)carbazole C(=O)(O)C1=C(C=CC=C1)N1C2=CC=CC=C2C=2C=CC=CC12